2-methyl-2-((2-(6-(2-(trifluoromethyl)phenethyl)-1H-indol-1-yl)ethyl)amino)propane-1,3-diol CC(CO)(CO)NCCN1C=CC2=CC=C(C=C12)CCC1=C(C=CC=C1)C(F)(F)F